(3S,4S)-4-((4-(benzo[d]thiazol-6-ylamino)-7-(3-methoxy-1-methyl-1H-pyrazol-4-yl)quinazolin-5-yl)oxy)tetrahydrofuran-3-ol S1C=NC2=C1C=C(C=C2)NC2=NC=NC1=CC(=CC(=C21)O[C@@H]2[C@H](COC2)O)C=2C(=NN(C2)C)OC